2-(3-cyclopropyl-1-methyl-1H-indazol-4-yl)-2-(3-(5-(5,6,7,8-tetrahydro-1,8-naphthyridin-2-yl)pentyloxy)azetidin-1-yl)acetic acid C1(CC1)C1=NN(C2=CC=CC(=C12)C(C(=O)O)N1CC(C1)OCCCCCC1=NC=2NCCCC2C=C1)C